(9H-fluoren-9-yl)methyl (6,6-dimethyl-8,8-diphenyl-4,7,9-trioxa-8-silapentadec-1-en-15-yl)carbamate CC(COCC=C)(O[Si](OCCCCCCNC(OCC1C2=CC=CC=C2C=2C=CC=CC12)=O)(C1=CC=CC=C1)C1=CC=CC=C1)C